NC=1C=CC(=NC1)C(=O)O.NC=1C=CC(=NC1)C#N 5-aminopyridine-2-carbonitrile (5-aminopicolinate)